C(CCCCCCC)C1=CC=C(C=C1)C1=CC=C(C=C1)C#N 4'-n-octyl-4-cyanobiphenyl